CC(CCCCCCCCCC)=O 2-Dodecanone